N2-(2-Chloro-phenyl)-5-(2-isopropyl-4,5-dimethoxy-benzyl)-pyrimidine-2,4-diamine ClC1=C(C=CC=C1)NC1=NC=C(C(=N1)N)CC1=C(C=C(C(=C1)OC)OC)C(C)C